6-(3,3-Difluoropiperidin-1-yl)quinoline-4-carboxylic acid methyl ester COC(=O)C1=CC=NC2=CC=C(C=C12)N1CC(CCC1)(F)F